2-amino-5-(carboxymethyl)benzenepropionic acid NC1=C(C=C(C=C1)CC(=O)O)CCC(=O)O